1-[6-(2-hydroxy-4,6-dimethyl-phenyl)pyridazin-3-yl]-3,4-dihydro-2H-quinolin-6-ol OC1=C(C(=CC(=C1)C)C)C1=CC=C(N=N1)N1CCCC2=CC(=CC=C12)O